(R)-5-(2-(3-fluorophenyl)pyrrolidin-1-yl)-N-methoxypyrazolo[1,5-a]pyrimidine-3-carboxamide FC=1C=C(C=CC1)[C@@H]1N(CCC1)C1=NC=2N(C=C1)N=CC2C(=O)NOC